NC=1C2=C(N=C(N1)C)C=CC(=N2)C=2C=C(C=CC2OC)C#C[C@]2(C(N(CC2)C)=O)O (R)-3-((3-(4-amino-2-methylpyrido[3,2-d]pyrimidin-6-yl)-4-methoxyphenyl)ethynyl)-3-hydroxy-1-methylpyrrolidin-2-one